8-(4-(2-Morpholinoethoxy)pyridin-2-yl)-N-(4-Morpholinophenyl)quinazolin-2-amine O1CCN(CC1)CCOC1=CC(=NC=C1)C=1C=CC=C2C=NC(=NC12)NC1=CC=C(C=C1)N1CCOCC1